P(=O)(O)(O)[O-].P(=O)(O)(O)[O-].[Zn+2] zinc bis(dihydrogen phosphate)